C(C)(C)(C)BPC (S)-t-butylmethylphosphinoborane